CC(C)(C)OC(=O)N1[C@@H](CCCC1)C1(CN(C1)C(=O)OCC1=CC=CC=C1)OC([C@@](C(F)(F)F)(C1=CC=CC=C1)OC)=O (2S)-2-(1-{[(phenylmethyl)oxy]carbonyl}-3-{[(2R)-3,3,3-trifluoro-2-(methyloxy)-2-phenylpropionyl]oxy}azetidin-3-yl)piperidine-1-carboxylic acid-1,1-dimethylethyl ester